CN(C(COCC(=O)N(C)C)=O)C N,N,N',N'-tetramethyldiglycolamide